C1=NC2=C(N1[C@H]3[C@@H]([C@@H]([C@H](O3)COP(=O)([O-])OP(=O)([O-])OC4[C@@H]([C@H]([C@@H]([C@H](O4)CO)O)O)O)O)O)N=C(NC2=O)N The molecule is an NDP-alpha-D-glucose(2-) obtained by deprotonation of the diphosphate OH groups of GDP-D-glucose; major species at pH 7.3. It is a conjugate base of a GDP-D-glucose.